N[C@@H](CC(=O)O)C(=O)O.N[C@@H](C(=O)N[C@@H](C(=O)N)CC(C)C)CC1=CC=CC=C1 (2R)-2-[[(2R)-2-amino-3-phenyl-propionyl]amino]-4-methyl-pentanoamide aspartate